2-(((tert-butyldimethylsilyl)oxy)methyl)-N'-trityl-2,3-dihydropyrazolo[5,1-b]oxazole-7-sulfonimidamide [Si](C)(C)(C(C)(C)C)OCC1CN2C(O1)=C(C=N2)S(=O)(N)=NC(C2=CC=CC=C2)(C2=CC=CC=C2)C2=CC=CC=C2